C1(CC1)CN1C(=CC=2C=CC3=C(C12)NCCS3)C3=NC1=C(N3C)C(=CC(=C1)C=O)F (2-(9-(cyclopropylmethyl)-1,2,3,9-tetrahydro-[1,4]thiazino[2,3-g]indol-8-yl)-7-fluoro-1-methyl-1H-benzo[d]imidazol-5-yl)methanone